BrC=1C(=NC=CC1)OCC1=C(C=C(C#N)C=C1)F 4-[(3-bromo-2-pyridyl)oxymethyl]-3-fluoro-benzonitrile